(S)-4-(5-((2-chlorophenyl)amino)-6-fluoro-1H-indazol-1-yl)-N-(1-(methyl-d3)pyrrolidin-3-yl)thiophene-2-carboxamide ClC1=C(C=CC=C1)NC=1C=C2C=NN(C2=CC1F)C=1C=C(SC1)C(=O)N[C@@H]1CN(CC1)C([2H])([2H])[2H]